COC=1C=C(C#N)C=CC1CCC(C)=O 3-methoxy-4-(3-oxo-butyl)-benzonitrile